tert-butyl (2-methyl-4-(6-(2-oxoethoxy)pyrrolo[2,1-f][1,2,4]triazin-4-yl)benzyl)carbamate CC1=C(CNC(OC(C)(C)C)=O)C=CC(=C1)C1=NC=NN2C1=CC(=C2)OCC=O